C(\C=C\C1=CC(OC)=C(O)C(OC)=C1)(=O)N sinapic acid amide